(R)-8-acryloyl-4-chloro-1-((S)-4-(dimethylamino)-2,2-dimethylpyrrolidin-1-yl)-3-(2-fluoro-3-methylphenyl)-6,6a,7,8,9,10-hexahydro-12H-pyrazino[2,1-c]pyrido[3,4-f][1,4]oxazepin-12-one C(C=C)(=O)N1C[C@@H]2COC3=C(C(N2CC1)=O)C(=NC(=C3Cl)C3=C(C(=CC=C3)C)F)N3C(C[C@@H](C3)N(C)C)(C)C